Aluminum Zinc-Aluminum-Magnesium [Mg].[Al].[Zn].[Al]